FC(C1=CC(=NC=C1)N[C@H]1CCC2=CC(=CC=C12)NC(C=C)=O)(F)F N-[(1S)-1-[[4-(trifluoromethyl)pyridine-2-yl]amino]-2,3-dihydro-1H-inden-5-yl]acrylamide